propyl-2-heptenal C(CC)C(C=O)=CCCCC